5-chloro-2-methyl-6-(2,2,2-trifluoro-1,1-dimethyl-ethyl)pyridine-3-carboxylic acid ClC=1C=C(C(=NC1C(C(F)(F)F)(C)C)C)C(=O)O